C(C)(C)(C)OC(=O)N1C[C@@H]2C([C@@H]2C1)C1=NN2C(C(=CC(=C2)C=2C=C(C=3N(N2)C=C(N3)C)C)F)=N1 (1s,5r)-6-[6-(2,8-dimethylimidazo[1,2-b]pyridazin-6-yl)-8-fluoro-[1,2,4]triazolo[1,5-a]pyridin-2-yl]-3-azabicyclo[3.1.0]hexane-3-carboxylic acid tert-butyl ester